8-methoxymethoxy-1,3,5-trimethyloctyl-lithium COCOCCCC(CC(CC(C)[Li])C)C